3-(6-bromo-2-oxo-pyrrolo[4,3,2-de]quinolin-1(2H)-yl)piperidine-2,6-dione BrC1=CC=C2C3=C(C=CN=C13)C(N2C2C(NC(CC2)=O)=O)=O